6-(6-Chloropyridin-2-yl)-N2,N4-bis(1,1,1-trifluoropropan-2-yl)-1,3,5-triazine-2,4-diamine ClC1=CC=CC(=N1)C1=NC(=NC(=N1)NC(C(F)(F)F)C)NC(C(F)(F)F)C